3-Methyl-2,3,4,5-tetrahydro-1,4-benzoxazepine CC1COC2=C(CN1)C=CC=C2